[2H]C([2H])([2H])C([2H])([2H])O ethanol-d5